2-(di(2-ethylhexyl)amino)ethanol calcium peroxyphosphate sodium [Na+].P(=O)([O-])([O-])O[O-].[Ca+2].C(C)C(CN(CCO)CC(CCCC)CC)CCCC